Br.Br.ClC=1C=C2CC[C@@H](CC2=C(C1)F)N[C@H](C(=O)NC=1N=CN(C1)C(CNCC(C)(C)C)(C)C)CCC (S)-2-(((S)-6-chloro-8-fluoro-1,2,3,4-tetrahydronaphthalen-2-yl)amino)-N-(1-(2-methyl-1-(neopentylamino)propan-2-yl)-1H-imidazol-4-yl)pentanoamide dihydrobromide